FC1=CC=C(C=C1)CC(=O)NC1=NC=CC(=C1)C1=C(C=2C(=NC=CN2)N1)C1=CC=CC=C1 2-(4-Fluorophenyl)-N-[4-(7-phenyl-5H-pyrrolo[2,3-b]pyrazin-6-yl)pyridin-2-yl]acetamid